NC1=NC=CC(=C1Cl)SC=1N=CC(=NC1)N1CCC2(CC1)OC1=C([C@H]2N)C=CC=C1 (R)-1'-(5-((2-amino-3-chloropyridin-4-yl)thio)pyrazin-2-yl)-3H-spiro[benzofuran-2,4'-piperidin]-3-amine